C(C)OC=1N=NC=CC1 ethoxypyridazin